4-(4-(4-aminopiperidin-1-yl)-7-(5-fluoro-3-methylbenzo[d]isoxazol-6-yl)-1H-imidazolo[4,5-c]pyridin-6-yl)-2-fluorobenzonitrile NC1CCN(CC1)C1=NC(=C(C2=C1N=CN2)C2=CC1=C(C(=NO1)C)C=C2F)C2=CC(=C(C#N)C=C2)F